3-(1-methyl-1-methanesulfonyl-ethyl)benzoic acid CC(C)(S(=O)(=O)C)C=1C=C(C(=O)O)C=CC1